(S)-(2-((5-oxomorpholin-3-yl)methyl)pyridin-4-yl)carbamate O=C1COC[C@@H](N1)CC1=NC=CC(=C1)NC([O-])=O